(4-Chloro-3-methylphenyl)-1-(naphthalen-2-yl-sulfonyl)-1H-1,2,4-triazole-3,5-diamine ClC1=C(C=C(C=C1)NC1=NN(C(=N1)N)S(=O)(=O)C1=CC2=CC=CC=C2C=C1)C